C(C)(C)(C)OC(CCOCCOCCN)=O.FC(C(=O)NC)(C1=CC=C(C=C1)C1=NOC(=N1)C(F)(F)F)F 2,2-difluoro-N-methyl-2-[4-[5-(trifluoromethyl)-1,2,4-oxadiazol-3-yl]phenyl]acetamide tert-Butyl-3-(2-(2-aminoethoxy)ethoxy)propanoate